5-([1,2,4]triazolo[1,5-a]pyridin-6-yl)-N-ethyl-7H-pyrrolo[2,3-d]pyrimidin-2-amine N=1C=NN2C1C=CC(=C2)C2=CNC=1N=C(N=CC12)NCC